2-(2-((3R,4R)-3-amino-4-fluoropiperidin-1-yl)-6-fluoro-1H-benzo[d]imidazol-1-yl)-N-((S)-tetrahydrofuran-3-yl)acetamide N[C@@H]1CN(CC[C@H]1F)C1=NC2=C(N1CC(=O)N[C@@H]1COCC1)C=C(C=C2)F